3-methoxy-N-(5-((2-(4-methylpiperazin-1-yl)pyrimidin-5-yl)oxy)thiazol-2-yl)cyclobutane-1-carboxamide COC1CC(C1)C(=O)NC=1SC(=CN1)OC=1C=NC(=NC1)N1CCN(CC1)C